(2-Chloro-5-fluorophenyl)(5-{[2-(4-chlorophenyl)-imidazo[1,2-a]pyridin-3-yl]methyl}-2,5-diazabicyclo[2.2.2]oct-2-yl)methanon ClC1=C(C=C(C=C1)F)C(=O)N1C2CN(C(C1)CC2)CC2=C(N=C1N2C=CC=C1)C1=CC=C(C=C1)Cl